β-methyl-butene CC(=C)CC